2-([3,4'-bipiperidin]-1'-yl)-5-chloro-N-((R)-1-(2,4-dichlorophenyl)ethyl)pyrimidin-4-amine N1CC(CCC1)C1CCN(CC1)C1=NC=C(C(=N1)N[C@H](C)C1=C(C=C(C=C1)Cl)Cl)Cl